((2S)-3-Azabicyclo[3.1.0]hex-2-yl)-2-(4-chlorophenyl)-1-(4-((5R,7R)-7-Hydroxy-5-methyl-6,7-dihydro-5H-cyclopenta[d]pyrimidin-4-yl)piperazin-1-yl)ethan-1-one C12[C@H](NCC2C1)C(C(=O)N1CCN(CC1)C=1C2=C(N=CN1)[C@@H](C[C@H]2C)O)C2=CC=C(C=C2)Cl